C(C([2H])([2H])[2H])([2H])([2H])N ethyl-d5-amine